(5-fluoro-2-methoxypyridin-4-yl)-1-{[2-(trimethylsilyl)ethoxy]methyl}pyrazole-3-carboxylic acid FC=1C(=CC(=NC1)OC)C=1C(=NN(C1)COCC[Si](C)(C)C)C(=O)O